N-(6-bromopyridazin-3-yl)acrylamide BrC1=CC=C(N=N1)NC(C=C)=O